(R)-2-[4-(6-Chloroquinoxalin-2-yloxy)phenoxy]propionic acid ethyl ester C(C)OC([C@@H](C)OC1=CC=C(C=C1)OC1=NC2=CC=C(C=C2N=C1)Cl)=O